2-fluoro-7,8,9,10-tetrahydro-5H-pyrazino[1,2-a]pyrido[3,2-e]pyrazin-6(6aH)-one FC=1C=CC=2NC(C3N(C2N1)CCNC3)=O